C1(CCC1)NC(=O)C1=CC(=C(C=C1)O)[N+](=O)[O-] cyclobutyl(4-hydroxy-3-nitrophenyl)carboxamide